BrC=1C=C(C=C2C(C(COC12)CC=1C=CC(=C(OCCCCC(=O)OCC)C1)Cl)=O)CN1C(N(C=C1)C)=NC(=O)OC(C)(C)C Ethyl 5-(5-((8-bromo-6-((2-((tert-butoxycarbonyl)imino)-3-methyl-2,3-dihydro-1H-imidazol-1-yl)methyl)-4-oxochroman-3-yl)methyl)-2-chlorophenoxy)pentanoate